C(C1=CC=CC=C1)SC(=O)CC(C(=O)O)S 3-benzylsulfanyl-carbonyl-sulfanyl-propionic acid